(S,E)-methyl 7-(1-(2-(bicyclo[2.1.1]hexan-1-ylamino)-2-oxoethyl)-2-oxo-1,2-dihydropyridin-3-ylamino)-6-(2-isopropyloxazole-5-carboxamido)-7-oxohept-2-enoate C12(CCC(C1)C2)NC(CN2C(C(=CC=C2)NC([C@H](CC/C=C/C(=O)OC)NC(=O)C2=CN=C(O2)C(C)C)=O)=O)=O